Methyl (S)-4-(4-(4-((2-methoxy-12-oxo-6a,7,8,9,10,12-hexahydrobenzo[e]pyrido[1,2-a][1,4]diazepin-3-yl)oxy)butanamido)-1-methyl-1H-imidazole-2-carboxamido)benzoate COC1=CC2=C(N=C[C@H]3N(C2=O)CCCC3)C=C1OCCCC(=O)NC=1N=C(N(C1)C)C(=O)NC1=CC=C(C(=O)OC)C=C1